BrC1(NN=C2N1C1=C(CC(C2)NC(OC(C)(C)C)=O)C=CC=C1)Cl tert-butyl (1-bromo-1-chloro-5,6-dihydro-4H-[1,2,4]triazolo[4,3-a][1]benzazepin-5-yl)carbamate